ClC=1C(=NC(=NC1)NC1=C(C=C(C(=C1)C)N1CCC(CC1)N1CC(CCC1)N(C)C)OC)NC1=CC2=C(CCO2)C=C1NS(=O)(=O)C N-(6-((5-chloro-2-((4-(3-(dimethylamino)-[1,4'-bipiperidin]-1'-yl)-2-methoxy-5-methylphenyl)amino)pyrimidin-4-yl)amino)-2,3-dihydrobenzofuran-5-yl)methanesulfonamide